COC(=O)C1N=C(OC1)C(Cl)Cl 2-(dichloromethyl)-4,5-dihydro-oxazole-4-carboxylic acid methyl ester